3-[5-(piperazin-1-yl)pyridin-2-yl]-1H-indazole N1(CCNCC1)C=1C=CC(=NC1)C1=NNC2=CC=CC=C12